C(C\C=C/CC)OC(C(O)C)=O Lactic acid cis-3-hexenyl ester